N-2-aminoethyl-3-aminopropyl-methyldimethoxysilane NCCNCCC[Si](OC)(OC)C